(R)-4-((8-(1-propenylpiperidin-4-yl)-7-ethyl-5-methyl-6-oxo-5,6,7,8-tetrahydropteridin-2-yl)amino)-3-methoxy-N-propylbenzamide C(=CC)N1CCC(CC1)N1[C@@H](C(N(C=2C=NC(=NC12)NC1=C(C=C(C(=O)NCCC)C=C1)OC)C)=O)CC